CC1CCC2C(N1)C1=C(O2)C=C(C=C1)C(F)(F)F 2-methyl-7-(trifluoromethyl)-1,2,3,4,4a,9b-hexahydrobenzofuro[3,2-b]pyridine